O1CCN(CC1)C1=CC(=NC=N1)N[C@H]1CN(CCC1)C1=CN=CC(=N1)O (R)-6-(3-((6-morpholinopyrimidin-4-yl)amino)piperidin-1-yl)pyrazin-2-ol